arsenic antimony chloride [Sb](Cl)(Cl)Cl.[As]